C(=C)[SiH2]OCC(OC)(OC)OC vinyl-tri(methoxyl)ethoxysilane